FC1=CC=C2C(CCOC2=C1F)(O)CS(=O)(=O)NC(OC(C)(C)C)=O tert-butyl (((7,8-difluoro-4-hydroxychroman-4-yl)methyl)sulfonyl)carbamate